B(O)(O)C1=CC=C(C=C1)S(=O)(=O)O 4-boronobenzenesulfonic acid